3-[3-[[Ethyl(methyl)sulfamoyl]amino]-2,6-difluoro-benzoyl]-5-[4-(4-piperidyl)phenyl]-1H-pyrrolo[2,3-b]pyridine C(C)N(S(=O)(=O)NC=1C(=C(C(=O)C2=CNC3=NC=C(C=C32)C3=CC=C(C=C3)C3CCNCC3)C(=CC1)F)F)C